4-((5-(((6-Amino-3-fluoropyridin-2-yl)methoxy)methyl)-3-(5-fluoropyrimidin-2-yl)-2-methoxyphenyl)amino)-6-chloro-N-(methyl-d3)pyridazine-3-carboxamide NC1=CC=C(C(=N1)COCC=1C=C(C(=C(C1)NC1=C(N=NC(=C1)Cl)C(=O)NC([2H])([2H])[2H])OC)C1=NC=C(C=N1)F)F